yttrium-zirconium-barium [Ba].[Zr].[Y]